COC(=O)C1=CC=C(C=C1)C1CC(CCC1)(C(=O)O)C1=CC=CC=C1 3-(4-(methoxycarbonyl)phenyl)-1-phenylcyclohexane-1-carboxylic acid